1,2,3,4-tetrahydropyrido[2,3-b]pyrazine-7-carboxamide N1C2=C(NCC1)N=CC(=C2)C(=O)N